C(=O)([O-])[C@@H](O)[C@@H](O)C(=O)[O-] (S)-L-tartrate